3-hydroxyindolin OC1CNC2=CC=CC=C12